methyl 3-iodo-1-methyl-1H-pyrrolo[2,3-b]pyridine-5-carboxylate IC1=CN(C2=NC=C(C=C21)C(=O)OC)C